BrC=1C=NN(C1C1=C(C#N)C=CC=C1)C 2-(4-bromo-1-methyl-1H-pyrazol-5-yl)-benzonitrile